(piperidin-4-ylamino)cyclopropane-1-carbonitrile N1CCC(CC1)NC1(CC1)C#N